1-[(1S)-1-Cyclobutylethyl]-1H-imidazole-4-carboxylic acid C1(CCC1)[C@H](C)N1C=NC(=C1)C(=O)O